[O-2].C(CCCCCCCC)O[Ti+3].[O-2].[O-2].C(CCCCCCCC)O[Ti+3] n-nonyloxytitanium oxide